7-bromo[1,4]benzothiazino[2,3,4-kl]phenothiazine BrC=1C=C2SC=3C=CC=CC3N3C2=C(C1)SC1=C3C=CC=C1